3-Chloro-N-(dibenzo[b,d]furan-2-yl)butanamide ClC(CC(=O)NC1=CC2=C(OC3=C2C=CC=C3)C=C1)C